FCC1=C(C(=O)Cl)C=CC(=C1)CF 2,4-difluoromethylbenzoyl chloride